retinal CC1=C(/C=C/C(C)=C/C=C/C(C)=C/C=O)C(C)(C)CCC1